O[C@@H]([C@@H](C(=O)O)NC(CCCCCCCCCCC(=O)OC)=O)C (2S,3R)-3-hydroxy-2-(12-methoxy-12-oxododecanoylamino)butanoic acid